CC(C)OC1=CC=C(C=C1)[C@H]1CCNCCC1 |r| (rac)-4-{4-[(prop-2-yl)oxy]phenyl}azepane